5-((7-chloroisoquinolin-1-yl)amino)-N-(6-methoxy-1,2,3,4-tetrahydronaphthalen-2-yl)picolinamide ClC1=CC=C2C=CN=C(C2=C1)NC=1C=CC(=NC1)C(=O)NC1CC2=CC=C(C=C2CC1)OC